F[B-](F)(F)F.[Rh+3].C1=CCCC=CCC1.C1=CCCC=CCC1.F[B-](F)(F)F.F[B-](F)(F)F bis(cyclooctane-1,5-diene) rhodium tetrafluoroborate